N-((1H-pyrazol-5-yl)methyl)-8-(4,4-dimethylcyclohex-1-en-1-yl)quinoline-3-carboxamide N1N=CC=C1CNC(=O)C=1C=NC2=C(C=CC=C2C1)C1=CCC(CC1)(C)C